(S)-3-amino-8-bromo-5-methyl-2,3-dihydropyrido[3,2-b][1,4]oxazepin-4(5H)-one hydrochloride Cl.N[C@@H]1C(N(C2=C(OC1)C=C(C=N2)Br)C)=O